(2-(tert-butoxy)-2-oxoethyl)-3-fluorobenzoic acid C(C)(C)(C)OC(CC1=C(C(=O)O)C=CC=C1F)=O